5-bromo-3-(3-(difluoromethyl)phenyl)-1-tosyl-1H-pyrrolo[2,3-b]pyridine BrC=1C=C2C(=NC1)N(C=C2C2=CC(=CC=C2)C(F)F)S(=O)(=O)C2=CC=C(C)C=C2